NC1=CC=C(OC2CCN(CC2)C2CCC(CC2)COC2=CC(=C3C(NC(=NC3=C2)CSC2CCOCC2)=O)F)C=C1 7-((4-(4-(4-aminophenoxy)piperidin-1-yl)cyclohexyl)methoxy)-5-fluoro-2-(((tetrahydro-2H-pyran-4-yl)thio)methyl)quinazolin-4(3H)-one